CN1N=C2C(=CC=C(C2=C1)N1CCN(CC1)C(=O)OC(C)(C)C)C(NC=1C=C(C=2N(C1)C=C(N2)C)C(F)(F)F)=O tertbutyl 4-(2-methyl-7-{[2-methyl-8-(trifluoromethyl)imidazo[1,2-a]pyridin-6-yl]carbamoyl}indazol-4-yl)piperazine-1-carboxylate